6-methoxy-2-methylquinoline-8-carboxylic acid COC=1C=C2C=CC(=NC2=C(C1)C(=O)O)C